FC1=C(C=CC=C1S(=O)(=O)C)NC1=NC=C(C(=N1)C1=CNC2=C(C=CC=C12)NC([C@@H](C)N1C[C@@H](N([C@H](C1)C)C)C)=O)C (R)-N-(3-(2-((2-fluoro-3-(methylsulfonyl)phenyl)amino)-5-methyl-pyrimidin-4-yl)-1H-indol-7-yl)-2-((3S,5S)-3,4,5-trimethylpiperazin-1-yl)propanamide